4-amino-7-((1RS,2RS)-2-methylcyclopropyl)-1-(2-methylpyridin-3-yl)pyrido[2,3-d]pyrimidin-2(1H)-one NC=1C2=C(N(C(N1)=O)C=1C(=NC=CC1)C)N=C(C=C2)[C@H]2[C@@H](C2)C |r|